COC(=O)C1=NNC=N1 3-methoxyformyl-1,2,4-triazole